((1R,5S,6r)-6-(5-aminoisoxazol-3-yl)-3-azabicyclo[3.1.0]hexan-3-yl)(3-chloro-4-(trifluoromethoxy)phenyl)methanone NC1=CC(=NO1)C1[C@H]2CN(C[C@@H]12)C(=O)C1=CC(=C(C=C1)OC(F)(F)F)Cl